CC=1NC2=C(C=CC(=C2C1C)[C@@H]1CNCC1)C(=O)N |r| (RS)-2,3-dimethyl-4-(pyrrolidin-3-yl)-1H-indole-7-carboxamide